1-((3S,5R)-1-acryloyl-5-(methoxymethyl)pyrrolidin-3-yl)-3-((4,6-difluoro-1,2-dimethyl-1H-benzo[d]imidazol-5-yl)ethynyl)-5-(methylamino)-1H-pyrazole-4-carboxamide C(C=C)(=O)N1C[C@H](C[C@@H]1COC)N1N=C(C(=C1NC)C(=O)N)C#CC1=C(C2=C(N(C(=N2)C)C)C=C1F)F